N([C@@H](CO)C(=O)O)[2H] [2H1]-serine